C(=O)C1=CC=C(C=C1)C1=NC=C(C=O)C=C1 6-(4-formylphenyl)nicotinaldehyde